9-oxa-9-azaspiro[5.5]undecane C1CCCCC12CCOCC2